ClC=1C=C2C=NN(C2=CC1)C12CC(C1)(C2)C(=O)O 3-(5-chloro-1H-indazol-1-yl)bicyclo[1.1.1]pentane-1-carboxylic acid